1,3-bis(2-ethylhexyl)-5,7-bis(5-(trimethylstannyl)thienyl)benzo[1,2-c:4,5-c']dithiophene-4,8-dione C(C)C(CC1=C2C(=C(S1)CC(CCCC)CC)C(C=1C(=C(SC1C=1SC(=CC1)[Sn](C)(C)C)C=1SC(=CC1)[Sn](C)(C)C)C2=O)=O)CCCC